COC1=CC(=NC=2NCCCC12)CCCCCOC1CN(C1)C(=O)OC(C)(C)C tert-butyl 3-(5-(4-methoxy-5,6,7,8-tetrahydro-1,8-naphthyridin-2-yl)pentyloxy)azetidine-1-carboxylate